palladium(II) bis[tert-butyl(1-adamantyl)phosphine] C(C)(C)(C)PC12CC3CC(CC(C1)C3)C2.C(C)(C)(C)PC23CC1CC(CC(C2)C1)C3.[Pd+2]